(E)-N-(4-aminophenyl)-alpha-cyano-4-hydroxycinnamamide NC1=CC=C(C=C1)NC(\C(=C\C1=CC=C(C=C1)O)\C#N)=O